FC=1C=C(C(=O)NCCN(C)C)C=C(C1)F 3,5-difluorobenzoyl-N,N-dimethyl-ethylenediamine